6-Chloro-3-methoxypyridazin-4-amine ClC1=CC(=C(N=N1)OC)N